mono-ammonia butanetriol salt C(CCC)(O)(O)O.N